(3aR,5S,6aS)-5-methylaminohexahydrocyclopenta[C]pyrrole-2(1H)-carboxylic acid tert-butyl ester mesylate S(C)(=O)(=O)O.C(C)(C)(C)OC(=O)N1C[C@@H]2[C@H](C1)CC(C2)NC